COC1=CC(N(C1)C=1C=NC=CC1)=O 4-methoxy-1-(pyridin-3-yl)-1H-pyrrol-2(5H)-one